8,11-dimethyl-7,11-octadecadien-1,18-dicarboxylic acid CC(=CCCCCCCC(=O)O)CCC(=CCCCCCCC(=O)O)C